NC=1C=2N(C=CN1)C(=NC2C2=CC=C(C=C2)C(C(F)(F)F)(O[Si](C)(C)C)C2=CC=CC=C2)[C@H]2CN1C(CC[C@@H]1CC2)=O (6R,8aS)-6-(8-amino-1-(4-(2,2,2-trifluoro-1-phenyl-1-((trimethylsilyl)oxy)ethyl)phenyl)imidazo[1,5-a]pyrazin-3-yl)hexahydroindolizin-3(2H)-one